6-chloro-8-((1S,2S)-2-(4-chloro-3-fluorophenyl)cyclopropyl)imidazo[1,2-b]pyridazine ClC=1C=C(C=2N(N1)C=CN2)[C@@H]2[C@H](C2)C2=CC(=C(C=C2)Cl)F